6-Cyclopropyl-2-(4,4-difluoropiperidin-1-yl)pyrimidin-4-amine C1(CC1)C1=CC(=NC(=N1)N1CCC(CC1)(F)F)N